[Cl-].C(=C)C1=CC=C(C[N+](C)(C)C)C=C1 p-vinylbenzyltrimethylammonium chloride